3-((2-Chloro-3-(1-ethyl-1H-pyrazol-3-yl)phenyl)mercapto)-1,2,4-triazine ClC1=C(C=CC=C1C1=NN(C=C1)CC)SC=1N=NC=CN1